5-(1-cyclopropylethyl)indol-4-ol C1(CC1)C(C)C1=C(C=2C=CNC2C=C1)O